NC1=NNC(C2=C1N(N=C2[C@@H]2CN(CC2)C(C#CC)=O)C2=CC=C(C=C2)OC2=C(C=CC=C2F)F)=O (S)-7-Amino-3-(1-(but-2-ynoyl)pyrrolidin-3-yl)-1-(4-(2,6-difluorophenoxy)phenyl)-1,5-dihydro-4H-pyrazolo[3,4-d]pyridazin-4-on